C(C)(=O)NCCOC1=C(C=C(OC2CN(C2)C=2C(=C(C(=O)O)C=CC2)N2C=CC=C2)C=C1)OC 3-(3-(4-(2-acetylaminoethoxy)-3-methoxyphenoxy)azetidin-1-yl)-2-(1H-pyrrol-1-yl)benzoic acid